FC1=CC(=C(OC=2C(=NC=NC2)N([C@H]2C[C@H](C[C@H]2O)NC(OCC2=CC=CC=C2)=O)C)C=C1)C1=CC=NN1C(C)C benzyl {(1R,3S,4R)-3-[(5-{4-fluoro-2-[1-(propan-2-yl)-1H-pyrazol-5-yl]phenoxy}pyrimidin-4-yl)(methyl)amino]-4-hydroxycyclopentyl}carbamate